tert-butyl 2-(((2-(2,6-dioxo-1-((2-(trimethylsilyl) ethoxy) methyl) piperidin-3-yl)-1-oxoisoindolin-5-yl) oxy) methyl)-4-fluoropiperidine-1-carboxylate O=C1N(C(CCC1N1C(C2=CC=C(C=C2C1)OCC1N(CCC(C1)F)C(=O)OC(C)(C)C)=O)=O)COCC[Si](C)(C)C